1,11-Bis(3-aminophenoxy)undecane NC=1C=C(OCCCCCCCCCCCOC2=CC(=CC=C2)N)C=CC1